2-[5-[2-(2-amino-3-pyridyl)-5-phenyl-imidazo[4,5-b]pyridin-3-yl]-2-pyridyl]-2-azaspiro[3.3]heptane-6-carboxylic acid NC1=NC=CC=C1C1=NC=2C(=NC(=CC2)C2=CC=CC=C2)N1C=1C=CC(=NC1)N1CC2(C1)CC(C2)C(=O)O